O=C1NCC2(C3=CC(=CC=C13)B1OC(C(O1)(C)C)(C)C)CN(C2)C(=O)OC(C)(C)C tert-butyl 1'-oxo-6'-(4,4,5,5-tetramethyl-1,3,2-dioxaborolan-2-yl)-2',3'-dihydro-1'H-spiro[azetidine-3,4'-isoquinoline]-1-carboxylate